isopropoxy-N-(4-phenyl-6-(phenylamino)-1,3,5-triazin-2-yl)acetamide C(C)(C)OCC(=O)NC1=NC(=NC(=N1)C1=CC=CC=C1)NC1=CC=CC=C1